2,5-dimethyl-3,6-dimethylpyrazine CC1=NC(=C(N=C1C)C)C